(6Z,11Z)-octadeca-6,11-dienoic Acid C(CCCC\C=C/CCC\C=C/CCCCCC)(=O)O